C(\C=C\C(=O)O)(=O)O.C(C)N(C(C1=C(C=CC(=C1)F)OC1=C(N=CN=N1)N1CC2(CN(C2)[C@@H](C(C)C)CCCNCC(C)(C)OC)CC1)=O)C(C)C (R)-N-ethyl-5-fluoro-N-isopropyl-2-((5-(2-(6-((2-methoxy-2-methylpropyl)amino)-2-methylhex-3-yl)-2,6-diazaspiro[3.4]oct-6-yl)-1,2,4-triazin-6-yl)oxy)benzamide fumarate